(S)-5-fluoro-2,3-dimethyl-4-(3-(methylamino)piperidin-1-yl)-1H-indole-7-carboxamide FC=1C(=C2C(=C(NC2=C(C1)C(=O)N)C)C)N1C[C@H](CCC1)NC